trinormal decyl trimellitate C(C=1C(C(=O)OCCCCCCCCCC)=CC(C(=O)OCCCCCCCCCC)=CC1)(=O)OCCCCCCCCCC